5-[4-[[2-[2-[Tert-butoxycarbonyl(2,2,2-trifluoroethyl)amino]-4-pyridyl]oxazole-4-carbonyl]amino]-1-methyl-pyrazol-3-yl]pyridine-3-carboxylate C(C)(C)(C)OC(=O)N(C1=NC=CC(=C1)C=1OC=C(N1)C(=O)NC=1C(=NN(C1)C)C=1C=C(C=NC1)C(=O)[O-])CC(F)(F)F